pyrazine-2-carboxamide tris-formate salt C(=O)O.C(=O)O.C(=O)O.N1=C(C=NC=C1)C(=O)N